3-ethoxyperfluoro(2-methylhexane) C(C)OC(C(C(F)(F)F)(C(F)(F)F)F)(C(C(C(F)(F)F)(F)F)(F)F)F